(1R,4R,7R)-7-Bromo-2-(4-methoxybenzyl)-6-(trifluoromethyl)-2-azabicyclo[2.2.1]hept-5-en-3-one Br[C@H]1[C@@H]2N(C([C@H]1C=C2C(F)(F)F)=O)CC2=CC=C(C=C2)OC